Cl.N[C@@H](COC1=NC(=NC(=C1C)C1=C(C=CC=C1C)CC(C)(C)C)NS(=O)(=O)C=1C=C(C(=O)O)C=CC1)CC(C)(C)C 3-[[4-[(2R)-2-amino-4,4-dimethyl-pentoxy]-6-[2-(2,2-dimethylpropyl)-6-methyl-phenyl]-5-methyl-pyrimidin-2-yl]sulfamoyl]benzoic acid hydrochloride